FC(C1(CC1)COC=1C=C(C=CC1)CN)(F)F [3-[[1-(trifluoromethyl)cyclopropyl]methoxy]phenyl]methanamine